2-(9,9-diphenyl-[9H]fluorene-4-yl)-4-(pyridin-3-yl)-6-([1,1':4',1'']terphenyl-4-yl)-pyrimidine C1(=CC=CC=C1)C1(C2=CC=CC=C2C=2C(=CC=CC12)C1=NC(=CC(=N1)C=1C=NC=CC1)C1=CC=C(C=C1)C1=CC=C(C=C1)C1=CC=CC=C1)C1=CC=CC=C1